3-[3-[4-(aminomethyl)phenyl]-5-(trifluoromethyl)imidazo[4,5-b]pyridin-2-yl]pyridin-2-amine hydrochloride Cl.NCC1=CC=C(C=C1)N1C(=NC=2C1=NC(=CC2)C(F)(F)F)C=2C(=NC=CC2)N